ClC=1C=C(C=C(C1)Cl)B(O)O (3,5-Dichlorophenyl)boronic acid